ethyl 2-amino-5-chlorobenzoate NC1=C(C(=O)OCC)C=C(C=C1)Cl